C(C)(C)(C)OC(=O)N[C@H](CN1C=C(C(=C1)C)C(=O)O)C (S)-1-(2-((tert-butoxycarbonyl)amino)propyl)-4-methyl-1H-pyrrole-3-carboxylic acid